COC=1C(=CC2=CN(N=C2C1)C1CCC(CC1)NC(O)=O)NC(C1=NC(=CC=C1)C(F)(F)F)=O ((1r,4r)-4-(6-methoxy-5-(6-(trifluoromethyl)picolinamido)-2H-indazol-2-yl)cyclohexyl)carbamic acid